C1(=C(C=CC=C1)C#CC1=NNC2=CC=C(C=C12)C(=O)O)C1=CC=CC=C1 3-([1,1'-biphenyl]-2-ylethynyl)-1H-indazole-5-carboxylic acid